(E)-methyl-5-(3-(3-chloro-2-oxo-5,6-dihydroxypyridin-1(2H)-yl)-3-oxoprop-1-en-1-yl)-2-methoxybenzoate COC(C1=C(C=CC(=C1)\C=C\C(=O)N1C(C(=CC(=C1O)O)Cl)=O)OC)=O